S1C2(SCC1)CCC1=CC=C(C=C12)N 2,3-dihydrospiro[indene-1,2'-[1,3]dithiolan]-6-amine